N-(3-bromo-5-methanesulfonamidophenyl)-1-(pyridin-2-yl)-1H-pyrazole-4-carboxamide BrC=1C=C(C=C(C1)NS(=O)(=O)C)NC(=O)C=1C=NN(C1)C1=NC=CC=C1